N-propyl-N-(thiophen-2-ylmethyl)-2-(p-tolyloxy)acetamide 2-cyclododecylideneacetate C1(CCCCCCCCCCC1)=CC(=O)O.C(CC)N(C(COC1=CC=C(C=C1)C)=O)CC=1SC=CC1